6-bromoisoxazolo[4,5-b]pyridin-3-amine BrC=1C=C2C(=NC1)C(=NO2)N